1-hydroxy-4-methyl-6-(2,4,4-trimethylpentyl)2-pyridon ON1C(C=C(C=C1CC(CC(C)(C)C)C)C)=O